hydroxypropyldiethoxysilane OCCC[SiH](OCC)OCC